2-(1-(isopropyldithio)ethyl)benzoic acid C(C)(C)SSC(C)C1=C(C(=O)O)C=CC=C1